6-[[5-[2-[5-[(3aS,4S,6aR)-2-oxo-1,3,3a,4,6,6a-hexahydrothieno[3,4-d]imidazol-4-yl]pentanoylamino]ethylcarbamoyl]-1-naphthyl]oxy]pyridine-3-carboxylic acid O=C1N[C@H]2[C@@H](N1)CS[C@H]2CCCCC(=O)NCCNC(=O)C2=C1C=CC=C(C1=CC=C2)OC2=CC=C(C=N2)C(=O)O